4-methyl-6,7-dihydro-5H-cyclopenta[b]pyridine-3-carbonitrile CC1=C2C(=NC=C1C#N)CCC2